ribosyl-ribitol phosphate P(=O)(O)(O)O.C1([C@H](O)[C@H](O)[C@H](O1)CO)C([C@H](O)[C@H](O)[C@H](O)CO)O